7-((2R,3R,4S)-5-((R)-1-(4-chlorophenyl)-1-hydroxyethyl)-3,4-dihydroxytetrahydrofuran-2-yl)-1,7-dihydro-4H-pyrrolo[2,3-d]pyrimidin-4-one O-ethyl oxime C(C)ON=C1C2=C(NC=N1)N(C=C2)[C@@H]2OC([C@H]([C@H]2O)O)[C@](C)(O)C2=CC=C(C=C2)Cl